C(C=C)OC=1C=C(C=CC1)C1CCC(CC1)OC[C@@H]1N(CCC[C@@H]1NS(N(C)C)(=O)=O)C(=O)OCC=C allyl (2R,3S)-2-((((1s,4S)-4-(3-(allyloxy)phenyl)cyclohexyl)oxy)methyl)-3-((N,N-dimethylsulfamoyl)amino)piperidine-1-carboxylate